4-amino-3-(difluoromethyl)pyrazol-1-yl-2-fluoro-benzoate NC=1C(=NN(C1)C=1C(=C(C(=O)[O-])C=CC1)F)C(F)F